methyl 1-ethyl-6-[4-(2-tetrahydropyran-4-yloxyethoxy)phenoxy]indazole-5-carboxylate C(C)N1N=CC2=CC(=C(C=C12)OC1=CC=C(C=C1)OCCOC1CCOCC1)C(=O)OC